Cl.Cl.BrC1=NN(C(=C1C(=O)N)NC)[C@@H]1CNCC1 (S)-3-bromo-5-(methylamino)-1-(pyrrolidin-3-yl)-1H-pyrazole-4-carboxamide dihydrochloride